(4-((3-methylpyridin-4-yl)methyl)-1-((2-(trimethylsilyl)ethoxy)methyl)-1H-imidazol-2-yl)(thiazol-5-yl)methanol CC=1C=NC=CC1CC=1N=C(N(C1)COCC[Si](C)(C)C)C(O)C1=CN=CS1